O=C1NC(CCC1N1C(C2=CC=C(C=C2C1=O)N1CCC(CC1)CC(=O)N)=O)=O 2-(1-(2-(2,6-dioxopiperidin-3-yl)-1,3-dioxoisoindolin-5-yl)piperidin-4-yl)acetamide